C(C)(C)(C)OC(=O)[C@]1(C[C@H](N(CC1)CC1=C(C(=CC=C1)Cl)F)C)CC1=NC(=CC(=C1F)C=O)NC1=CC(=NN1C(C)(C)C)C (2R,4R)-4-((6-((1-(tert-butyl)-3-methyl-1H-pyrazol-5-yl)amino)-3-fluoro-4-formylpyridin-2-yl)methyl)-1-(3-chloro-2-fluorobenzyl)-2-methylpiperidine-4-carboxylic acid tert-butyl ester